COC(/C=C/C=1C=C(C=CC1)B(O)O)=O (E)-(3-(3-methoxy-3-oxoprop-1-en-1-yl)phenyl)boronic acid